(9R,13S)-13-[4-(2-amino-5-chlorophenyl)-6-oxo-1,6-dihydropyrimidin-1-yl]-3,9-dimethyl-3,4,7,15-tetraazatricyclo[12.3.1.02,6]octadeca-1(18),2(6),4,14,16-pentaen-8-one NC1=C(C=C(C=C1)Cl)C=1N=CN(C(C1)=O)[C@H]1CCC[C@H](C(NC=2C=NN(C2C=2C=CN=C1C2)C)=O)C